C(C)OC(C(=O)NCCC[Si](C)(C)COC)=O 2-((3-(Methoxymethyldimethylsilyl)propyl)amino)-2-oxoacetic acid ethyl ester